5,8-dichloro-3-ethylpyrido[2,3-d]Pyridazine ClC1=C2C(=C(N=N1)Cl)N=CC(=C2)CC